2-[6-[(2S,6S)-2,6-bis(hydroxymethyl)morpholin-4-yl]pyridazin-3-yl]-3-methyl-5-(trifluoromethyl)phenol OC[C@@H]1CN(C[C@H](O1)CO)C1=CC=C(N=N1)C1=C(C=C(C=C1C)C(F)(F)F)O